N-(6-amino-2-fluoro-3-iodophenyl)cyclopropanecarboxamide NC1=CC=C(C(=C1NC(=O)C1CC1)F)I